9-(5-hydroxyadamantan-2-yl)-[1,2]oxaborinino[5,6-d]pyrrolo[2,3-b]pyridin-7(3H)-ol OC12CC3C(C(CC(C1)C3)C2)C2=CB(OC=3C2=C2C(=NC3)NC=C2)O